(R)-N-(1-(3-(1,1-difluoro-2-hydroxyethyl)phenyl)ethyl)-4-oxo-5-(tetrahydro-2H-pyran-4-yl)-4,5-dihydro-1H-pyrrolo[3,2-c]pyridine-7-carboxamide FC(CO)(F)C=1C=C(C=CC1)[C@@H](C)NC(=O)C=1C2=C(C(N(C1)C1CCOCC1)=O)C=CN2